C(C)(C)OC1=NNC(=C1)C(=O)OCC ethyl 3-isopropoxy-1H-pyrazole-5-carboxylate